BrC=1C=CC(=NC1)C1(CC(C1)=O)C#N 1-(5-bromopyridin-2-yl)-3-oxocyclobutanecarbonitrile